ClC1=NN(N=C1)C=1C=C(C=CC1C)NC(=O)N1C2CC(CC1C2)C cis-N-(3-(4-chloro-2H-1,2,3-triazol-2-yl)-4-methylphenyl)-3-methyl-6-azabicyclo[3.1.1]heptane-6-carboxamide